OC1=CC(=C2C=CC=NC2=C1)C=1C(=C(N=C2[C@H]3C([C@@H](CC12)C3)(C)C)N3CC1(CN(C1)C(C=C)=O)CC3)C#N (1R,9R)-6-(7-hydroxy-5-quinolinyl)-10,10-dimethyl-4-(2-(2-propenoyl)-2,6-diazaspiro[3.4]octan-6-yl)-3-azatricyclo[7.1.1.02,7]undeca-2,4,6-triene-5-carbonitrile